FC1=C(C=CC=C1)N1N=C2C(=CC1=O)NN=C2C2=CC=C(C=C2)N2CCN(CC2)C 5-(2-Fluorophenyl)-3-(4-(4-methylpiperazin-1-yl)phenyl)-1H-pyrazolo[4,3-c]pyridazin-6(5H)-on